7-(6-(1-(azetidin-3-yl)-1H-pyrazol-4-yl)-7-(2-methoxypyridin-3-yl)thieno[3,2-c]pyridin-4-yl)-1,4-dihydroisoquinolin-3(2H)-one N1CC(C1)N1N=CC(=C1)C1=C(C2=C(C(=N1)C1=CC=C3CC(NCC3=C1)=O)C=CS2)C=2C(=NC=CC2)OC